(2-chloro-[1,2,4]triazolo[1,5-a]pyridin-6-yl)-2-(methoxymethyl)morpholine ClC1=NN2C(C=CC(=C2)N2CC(OCC2)COC)=N1